9-Chloro-7-(3-fluoro-phenyl)-5H-benzo[c]pyrimido[4,5-e]azepin ClC=1C=CC2=C(C(=NCC3=C2N=CN=C3)C3=CC(=CC=C3)F)C1